C(C)(C)(C)OC(=O)NCCC=1OC(=C(N1)C(=O)O)C 2-(2-{[(tert-butoxy)carbonyl]amino}ethyl)-5-methyl-1,3-oxazole-4-carboxylic acid